C(COP(=O)([O-])OC[C@H](CO)O)[NH3+] The molecule is zwitterionic form of sn-glycero-3-phosphoethanolamine arising from transfer of a proton from the phospho to the amino group; major species at pH 7.3. It is an enantiomer of a 2-ammonioethyl (2R)-2,3-dihydroxypropyl phosphate zwitterion. It is a tautomer of a sn-glycero-3-phosphoethanolamine.